C[Si](CCOCN1C=NC2=NC=NC(=C12)NC(C(C)C)=O)(C)C N-(7-((2-(trimethylsilyl)ethoxy)methyl)-7H-purin-6-yl)isobutyramide